5-(2,4-difluorophenyl)-4-methoxy-1H-pyrrole-3-carboxylic acid FC1=C(C=CC(=C1)F)C1=C(C(=CN1)C(=O)O)OC